2-t-butyl-4-methyl-6-(2'-acryloyloxy-3'-t-butyl-5'-methylbenzyl)phenol C(C)(C)(C)C1=C(C(=CC(=C1)C)CC1=C(C(=CC(=C1)C)C(C)(C)C)OC(C=C)=O)O